[Si](C1=CC=CC=C1)(C1=CC=CC=C1)(C(C)(C)C)OC1=NC(=CC2=CC(=CC=C12)C(=O)O[Si](C1=CC=CC=C1)(C1=CC=CC=C1)C(C)(C)C)O[Si](C1=CC=CC=C1)(C1=CC=CC=C1)C(C)(C)C tert-Butyldiphenylsilyl 1,3-bis((tert-butyldiphenylsilyl)oxy)isoquinoline-6-carboxylate